5-(2-Cyclopropylethynyl)-1,2-dihydropyridin-2-one C1(CC1)C#CC=1C=CC(NC1)=O